C1=NC(=CC=2C(=CC=CC12)N)N isoquinoline-3,5-diamine